7-isopropyl-3-(4-methylsulfamoylphenyl)-1H-indole-2-carboxylic acid ethyl ester C(C)OC(=O)C=1NC2=C(C=CC=C2C1C1=CC=C(C=C1)S(NC)(=O)=O)C(C)C